C(CCCCC(=O)[O-])(=O)OCCCCCC(=O)OCC(COC(CCC(OCCCC\C=C/CC)OCCCC\C=C/CC)=O)CO 6-(3-((4,4-bis(((Z)-oct-5-en-1-yl) oxy) butanoyl) oxy)-2-(hydroxymethyl) propoxy)-6-oxohexyl adipate